Tert-butyl 4-(2-fluoro-6-((2-fluoroethyl)carbamoyl)pyridin-3-yl)piperazine-1-carboxylate FC1=NC(=CC=C1N1CCN(CC1)C(=O)OC(C)(C)C)C(NCCF)=O